[Si](C)(C)(C(C)(C)C)OC/C=C/C1=NC=NC(=C1N)Cl 4-[(1E)-3-[(tert-Butyldimethylsilyl)oxy]Prop-1-en-1-yl]-6-chloropyrimidin-5-amine